CC1CCNCCO1 7-methyl-1,4-oxaazepane